BrC1=CN2C(S1)=NC(=N2)C2CCN(CC2)C(=O)OCC2=CC=CC=C2 benzyl 4-[5-bromo-[1,2,4]triazolo[3,2-b][1,3]thiazol-2-yl]piperidine-1-carboxylate